1-(4-(1,1-difluoroethyl)pyridin-2-yl)-N-(3-fluoro-1-methyl-1H-indazol-7-yl)-1H-pyrazole-4-sulfonamide FC(C)(F)C1=CC(=NC=C1)N1N=CC(=C1)S(=O)(=O)NC=1C=CC=C2C(=NN(C12)C)F